Cl.Cl.Cl.C(C)C1=C2C=CC(=CC2=CC=C1)O 5-ethylnaphthalene-2-ol trihydrochloride